isopropyl (S)-6-diazo-2-((S)-2-(methoxy-d3)propanamido)-5-oxohexanoate [N+](=[N-])=CC(CC[C@@H](C(=O)OC(C)C)NC([C@H](C)OC([2H])([2H])[2H])=O)=O